C(C1=CC=CC=C1)OC1=C(C(=O)N2CC=3C=CC=C(C3C2)C(=O)NC)C(=C(C=C1C)O)O 2-(2-(benzyloxy)-5,6-dihydroxy-3-methylbenzoyl)-N-methylisoindoline-4-carboxamide